FC(C(=O)O)(F)F.NC1(CCN(CC1)C[C@H](NC([C@H](NC([C@H](NC(CNCC(C)(C1=CC=CC=C1)C)=O)CC1=CC=CC=C1)=O)CC(C)C)=O)CCCCN)C(=O)O 4-amino-1-((2R,5R,8R)-2-(4-aminobutyl)-8-benzyl-5-isobutyl-14-methyl-4,7,10-trioxo-14-phenyl-3,6,9,12-tetraazapentadec-1-yl)piperidine-4-carboxylic acid trifluoroacetate